4-(3-(2,6-dichlorophenyl)azetidin-1-yl)-3-fluorobenzaldehyde ClC1=C(C(=CC=C1)Cl)C1CN(C1)C1=C(C=C(C=O)C=C1)F